N-(5-(9H-carbazol-9-yl)-2,3-dichlorophenyl)-N-([1,1'-biphenyl]-4-yl)-[1,1'-biphenyl]-4-amine C1=CC=CC=2C3=CC=CC=C3N(C12)C=1C=C(C(=C(C1)N(C1=CC=C(C=C1)C1=CC=CC=C1)C1=CC=C(C=C1)C1=CC=CC=C1)Cl)Cl